2,5-dioxopyrrolidin-1-yl (2,5,8,11,14,17,20,23-octaoxapentacosan-25-yl) carbonate C(ON1C(CCC1=O)=O)(OCCOCCOCCOCCOCCOCCOCCOCCOC)=O